(2-acetyl-6-bromo-4-methyl-phenyl)tetrahydropyran-4-carboxylate C(C)(=O)C1=C(C(=CC(=C1)C)Br)OC(=O)C1CCOCC1